C(C1=CC=CC=C1)S(=O)(=O)O.FC1(C[C@H](N(C1)C(CN)=O)C#N)F (S)-4,4-difluoro-1-glycylpyrrolidine-2-carbonitrile toluenesulfonate